4-Chloropyridazin-3-yl triflate O(S(=O)(=O)C(F)(F)F)C=1N=NC=CC1Cl